4-amino-6-butyl-1-{2-[(2R,5R)-2-{[(3R,5R)-3,5-dimethylmorpholin-4-yl]methyl}-5-methylpiperazin-1-yl]acetyl}-3,3-dimethyl-1H,2H,3H,4H,5H-pyrrolo[3,2-b]pyridin-5-one dihydrochloride Cl.Cl.NN1C2=C(C=C(C1=O)CCCC)N(CC2(C)C)C(CN2[C@H](CN[C@@H](C2)C)CN2[C@@H](COC[C@H]2C)C)=O